N-((1s,4s)-4-(5-ethynyl-2-((4-(4-methylpiperazin-1-yl)phenyl)amino)-7-oxopyrido[2,3-d]pyrimidin-8(7H)-yl)cyclohexyl)-2-(1H-pyrazol-4-yl)acetamide C(#C)C1=CC(N(C=2N=C(N=CC21)NC2=CC=C(C=C2)N2CCN(CC2)C)C2CCC(CC2)NC(CC=2C=NNC2)=O)=O